2-(tetrahydropyran-4-yl)-ethyl butyrate C(CCC)(=O)OCCC1CCOCC1